[O-]S(=O)(=O)C(F)(F)F.CC1=CC=C(C=C1)[I+]C1=C(C=C(C=C1C)C)C (4-methylphenyl)(2,4,6-trimethylphenyl)iodonium triflate